2,2-dioctyl-propane-1,3-diol C(CCCCCCC)C(CO)(CO)CCCCCCCC